ClC1=C(C=NC=C1)OC1CN(CCC1)C(=O)OC(C)(C)C tert-butyl 3-((4-chloropyridin-3-yl)oxy)piperidine-1-carboxylate